[C].[C].N1[C@@H](CNCCC1)CCO (R)-2-(1,4-Diazepan-2-yl)ethanol diCarbon